4-(4-methoxy-2-oxo-2,3-dihydro-1H-benzo[d]imidazol-1-yl)piperidine-1-carboxylic acid tert-butyl ester C(C)(C)(C)OC(=O)N1CCC(CC1)N1C(NC2=C1C=CC=C2OC)=O